ClC1=CC=C(CC2C(N(CC2)C2=CC=C(C=C2)C2=C(C=NC=C2)C#N)=O)C=C1 (4-chlorobenzyl)-1-(4-(3-cyanopyridin-4-yl)phenyl)pyrrolidin-2-one